C1(=CC=C(C=C1)C1=C(C=C(C=C1)C1=CC=CC=C1)C1=CC=C(C=C1)N(C1=CC=2C(C3=CC=CC=C3C2C=C1)(C)C)C1=CC=2C(C3=CC=CC=C3C2C=C1)(C)C)C1=CC=CC=C1 N-[4-(4-{[1,1'-biphenyl]-4-yl}-[1,1'-biphenyl]-3-yl)phenyl]-N-(9,9-dimethyl-9H-fluoren-2-yl)-9,9-dimethyl-9H-fluoren-2-amine